NC=1C=2N(C(=CN1)Cl)C(=NC2C2=C(C=C(C=C2)C(NC2=NC=CC(=C2)C(F)(F)F)=O)OCC)[C@H]2CN([C@H](CO2)C)C2CCC(CC2)(C(=O)O)C 4-{(2R,5S)-2-[8-amino-5-chloro-1-(2-ethoxy-4-{[4-(trifluoromethyl)pyridin-2-yl]carbamoyl}phenyl)imidazo[1,5-a]pyrazin-3-yl]-5-methylmorpholin-4-yl}-1-methylcyclohexanecarboxylic acid